3-(3-chloro-4-fluorophenyl)-7-((3-fluoroazetidin-1-yl)methyl)-5-(2-(3-fluoropyrrolidin-1-yl)-2-oxoethyl)thieno[3,2-c]pyridin-4(5H)-one ClC=1C=C(C=CC1F)C1=CSC2=C1C(N(C=C2CN2CC(C2)F)CC(=O)N2CC(CC2)F)=O